C1=CC=CC=2C3=CC=CC=C3C(C12)COC(=O)N[C@H](C(=O)O)CC1=CNC2=C(C=CC=C12)OC (S)-2-((((9H-fluoren-9-yl)methoxy)carbonyl)amino)-3-(7-methoxy-1H-indol-3-yl)propanoic acid